BrC=1C=CC2=C(N(C(CC(=C2)C=2OC(=NN2)C2CC2)=O)CC2=CC=C(C=C2)OC)C1 8-bromo-4-(5-cyclopropyl-1,3,4-oxadiazol-2-yl)-1-(4-methoxybenzyl)-1,3-dihydro-2H-benzo[b]azepin-2-one